2-(2-((4-bromophenyl)sulfonyl)-6-fluorophenyl)-1,3-dioxolane BrC1=CC=C(C=C1)S(=O)(=O)C1=C(C(=CC=C1)F)C1OCCO1